CC(CC(CC(C)C)C)OC1=NC=NC=N1 1,3,5-trimethyl-hexyloxy-1,3,5-triazine